4-[[(4Z)-4-(1,3-benzothiazol-6-ylmethylene)-5-oxo-1H-imidazol-2-yl]amino]piperidine-1-carboxylic acid tert-butyl ester C(C)(C)(C)OC(=O)N1CCC(CC1)NC=1NC(/C(/N1)=C/C1=CC2=C(N=CS2)C=C1)=O